FC1=C(CN2CCN(CCC2=O)C)C=CC(=C1)OC(CCNC)C=1SC=CC1 4-(2-Fluoro-4-(3-(methylamino)-1-(thiophen-2-yl)propoxy)benzyl)-1-methyl-1,4-diazepan-5-one